1-((R)-4-((5-(1-((S)-1,1-difluoropropan-2-yl)-1H-benzo[d][1,2,3]triazol-6-yl)-4-methoxypyrrolo[2,1-f][1,2,4]triazin-2-yl)amino)-3,3-difluoropiperidin-1-yl)-2-hydroxyethan-1-one FC([C@H](C)N1N=NC2=C1C=C(C=C2)C=2C=CN1N=C(N=C(C12)OC)N[C@H]1C(CN(CC1)C(CO)=O)(F)F)F